8-amino-3-hydroxy-6H-benzo[c]chromen-6-one NC=1C=CC2=C(C(OC3=CC(=CC=C23)O)=O)C1